FC(S(=O)(=O)OC1=C2C=NN(C2=CC2=C1C(=CC=C2)F)S(=O)(=O)C(F)(F)F)(F)F 5-Fluoro-1-((trifluoromethyl) sulfonyl)-1H-benzo[f]indazol-4-yl trifluoromethanesulfonate